NC=1N=NC(=CC1N1CCN(CC1)CC1CCN(CC1)C1=C2C(N(C(C2=CC=C1)=O)N1C(NC(CC1)=O)=O)=O)C1=C(C=CC(=C1)F)O 4-(4-((4-(3-amino-6-(5-fluoro-2-hydroxyphenyl)pyridazin-4-yl)piperazin-1-yl)methyl)piperidin-1-yl)-2-(2,4-dioxotetrahydropyrimidin-1(2H)-yl)isoindoline-1,3-dione